1-(3-((4-(4-((5-chloro-4-((2-(isopropylsulfonyl)phenyl)amino)pyrimidin-2-yl)amino)-5-isopropoxy-2-methylphenyl)piperazin-1-yl)methyl)phenyl)dihydropyrimidine-2,4(1H,3H)-dione ClC=1C(=NC(=NC1)NC1=CC(=C(C=C1OC(C)C)N1CCN(CC1)CC=1C=C(C=CC1)N1C(NC(CC1)=O)=O)C)NC1=C(C=CC=C1)S(=O)(=O)C(C)C